(3S)-N-(5-tert-butyl-4-methyl-thiazol-2-yl)-6-(methylamino)-3-[[7-(5-methyl-1,2,4-oxadiazol-3-yl)-1-isoquinolyl]amino]hexanamide C(C)(C)(C)C1=C(N=C(S1)NC(C[C@H](CCCNC)NC1=NC=CC2=CC=C(C=C12)C1=NOC(=N1)C)=O)C